CC=1OC(=C(N1)CN)C(F)(F)F 1-[2-methyl-5-(trifluoromethyl)-1,3-oxazol-4-yl]Methylamine